COCC(CCCC)O methoxymethyl-Pentanol